C(C)S(=O)(=O)C=1C(=NC=C(C1)C(F)(F)F)N1CC=2C=C3C(=CC2C1=O)OC(O3)(F)F 6-[3-ethylsulfonyl-5-(trifluoromethyl)-2-pyridyl]-2,2-difluoro-5H-[1,3]dioxolo[4,5-f]isoindol-7-one